C(C)C1=C(C=NC=C1F)[C@H]1C2=C(NC(=C1C(=O)OC)CF)COC2=O methyl (S)-4-(4-ethyl-5-fluoropyridin-3-yl)-2-(fluoromethyl)-5-oxo-1,4,5,7-tetrahydrofuro[3,4-b]pyridine-3-carboxylate